FC(C=1C(=C(C=CC1)[C@@H](C)NC1=NN=C(C=2C1=CN(C(C2C#N)=O)C2(CC2)C)C)F)F (R)-4-((1-(3-(difluoromethyl)-2-fluorophenyl)ethyl)amino)-1-methyl-6-(1-methylcyclopropyl)-7-oxo-6,7-dihydropyrido[3,4-d]pyridazine-8-carbonitrile